CC1C(C(CCC1)C(=O)O)C(=O)O 3-methylcyclohexane-1,2-dicarboxylic acid